C(=C/CCC)/C(C#C)([Si](C)(C)C)O cis-pentenyl-TMS-propargyl alcohol